CN([C@@H]1CNC[C@H]1O)C (3R,4R)-3-(dimethylamino)-4-hydroxypyrrolidin